ClC1=NC=C(C(=N1)NC)Cl 2,5-Dichloro-N-methylpyrimidin-4-amine